(isodecyl)isopropylidenediphenol diphosphite OP(O)OP(O)O.C(CCCCCCC(C)C)C=1C(=C(C=CC1)O)C(C)(C)C1=C(C=CC=C1)O